ClC=1C(=CC(=C(C1)C1=CC=C2C(=CN=NC2=C1)NCC1=C(C=C(C=C1)OC)OC)OC(F)F)C 7-[5-chloro-2-(difluoromethoxy)-4-methylphenyl]-N-[(2,4-dimethoxyphenyl)methyl]Cinnolin-4-amine